(4s,4ar,7as)-6-(5-(4-fluoro-2-methoxyphenyl)imidazo[2,1-b][1,3,4]thiadiazol-2-yl)octahydropyrano[2,3-c]pyrrol-4-amine FC1=CC(=C(C=C1)C1=CN=C2SC(=NN21)N2C[C@@H]1[C@H](C2)[C@H](CCO1)N)OC